OC12CC3(CC(CC(C1)C3)C2)NCC(=O)N2C(CCC2)C#N 1-((3-hydroxyadamantan-1-yl)glycyl)pyrrolidine-2-carbonitrile